ClC(C=1C=C(C=C(C1)[N+](=O)[O-])C(OC=1C(=CC2=C(NC[C@H]3N(C4=CC=CC=C4C3)C2=O)C1)OC)([2H])[2H])([2H])[2H] (S)-9-((3-(chloromethyl-d2)-5-nitrophenyl)methoxy-d2)-8-methoxy-11,12,12a,13-tetrahydro-6H-benzo[5,6][1,4]diazepino[1,2-a]indol-6-one